CN1N=C(C(=C1O[C@H](CN(C(C(F)(F)F)=O)C)C)C=1C=C2C(=CN1)N(N=C2C#C[Si](C(C)C)(C(C)C)C(C)C)C2OCCCC2)C N-[(2S)-2-[2,5-dimethyl-4-[1-tetrahydropyran-2-yl-3-(2-triisopropylsilylethynyl)pyrazolo[3,4-c]pyridin-5-yl]pyrazol-3-yl]oxypropyl]-2,2,2-trifluoro-N-methyl-acetamide